CC=1C=C(C=C2CCN(C12)C(CC)=O)C1=CC=C(C(=O)O)C=C1 4-(7-methyl-1-propionylindolin-5-yl)benzoic acid